4-(azetidin-3-yloxy)-6-(1-methylpyrazol-4-yl)pyrazolo[1,5-a]pyrazine N1CC(C1)OC=1C=2N(C=C(N1)C=1C=NN(C1)C)N=CC2